5-(2-fluoro-6-hydroxy-4-(((3-(trifluoromethyl)pyridin-2-yl)amino)methyl)phenyl)-1,2,5-thiadiazolidin-3-one 1,1-dioxide FC1=C(C(=CC(=C1)CNC1=NC=CC=C1C(F)(F)F)O)N1CC(NS1(=O)=O)=O